BrC1=C(C=CC=C1)C=1CN(CC1)C(=O)OC(C)(C)C tert-butyl 3-(2-bromophenyl)-2,5-dihydro-1H-pyrrole-1-carboxylate